2,4-di-tert-butylcyclohexanone C(C)(C)(C)C1C(CCC(C1)C(C)(C)C)=O